1-methyl-5-[(2R,4S)-4-[4-[2-fluoro-4-(trifluoromethyl)phenyl]-6-methoxy-7-methyl-pteridin-2-yl]tetrahydropyran-2-yl]pyridin-2-one CN1C(C=CC(=C1)[C@@H]1OCC[C@@H](C1)C1=NC2=NC(=C(N=C2C(=N1)C1=C(C=C(C=C1)C(F)(F)F)F)OC)C)=O